Cl.ClC=1C=C(C=CC1Cl)CC(=O)N([C@H](CN1CCCC1)C1=CC(=CC=C1)N=C=S)C 2-(3,4-Dichlorophenyl)-N-methyl-N-[(1S)-1-(3-isothiocyanatophenyl)-2-(1-pyrrolidinyl)ethyl]acetamide hydrochloride